C(C)(C)(C)OC(=O)N1CCC(CC1)C(=O)N1OCC[C@H]1C=1C=NC=C(C1)C#N 4-[(3S)-3-(5-cyano-3-pyridinyl)isoxazolidine-2-carbonyl]piperidine-1-carboxylic acid tert-butyl ester